COC=1C=C2C(=CNC2=CC1)C(CN(C([2H])([2H])[2H])C([2H])([2H])[2H])([2H])[2H] 2-(5-methoxy-1H-indol-3-yl)-N,N-bis(methyl-d3)ethan-1-amine-2,2-d2